O=C1NC(CCC1N1C(C2=CC=C(C=C2C1)CNC(/C(/CC1=CC=C(C=C1)[N+](=O)[O-])=N/O)=O)=O)=O (E)-N-((2-(2,6-dioxopiperidin-3-yl)-1-oxoisoindolin-5-yl)methyl)-2-(hydroxyimino)-3-(4-nitrophenyl)propionamide